O1CCN(CC1)CCCCO 4-morpholinobutan-1-ol